2-(((2R,3S,4R,5R)-5-(6-amino-2-chloro-9H-purin-9-yl)-3,4-dihydroxytetrahydrofuran-2-yl)methoxy)-2-(4-carboxybenzyl)malonic acid NC1=C2N=CN(C2=NC(=N1)Cl)[C@H]1[C@@H]([C@@H]([C@H](O1)COC(C(=O)O)(C(=O)O)CC1=CC=C(C=C1)C(=O)O)O)O